1-(2-cyanoallylamino)-7-(2-pyridyl)naphthalene-2-carboxamide C(#N)C(CNC1=C(C=CC2=CC=C(C=C12)C1=NC=CC=C1)C(=O)N)=C